2-[3,5-Dichloro-4-(5-isopropyl-1-methyl-6-oxo-1,6-dihydro-pyridazin-3-yloxy)-phenyl]-3,5-dioxo-2,3,4,5-tetrahydro-[1,2,4]triazine-6-carbonitrile ClC=1C=C(C=C(C1OC1=NN(C(C(=C1)C(C)C)=O)C)Cl)N1N=C(C(NC1=O)=O)C#N